Methoxydiphenyliodonium perfluorooctanesulfonate FC(C(C(C(C(C(C(C(F)(F)F)(F)F)(F)F)(F)F)(F)F)(F)F)(F)F)(S(=O)(=O)[O-])F.COC1=C(C=CC=C1)[I+]C1=CC=CC=C1